C(#N)C1=CC2=C(N=C(N=C2)NC2=C(C=C(C=C2)N2CCN(CC2)C(=O)OC(C)(C)C)F)N(C1=O)C1CCCC1 tert-butyl 4-(4-((6-cyano-8-cyclopentyl-7-oxo-7,8-dihydropyrido[2,3-d]pyrimidin-2-yl)amino)-3-fluorophenyl)piperazine-1-carboxylate